(2S,4R)-4-t-Butoxycarbonylamino-5-(5'-chloro-2'-fluorobiphenyl-4-yl)-2-hydroxymethyl-2-methylpentanoic Acid Benzyl Ester C(C1=CC=CC=C1)OC([C@](C[C@@H](CC1=CC=C(C=C1)C1=C(C=CC(=C1)Cl)F)NC(=O)OC(C)(C)C)(C)CO)=O